3-(5-((5-((3-tert-butyloxycarbonylaminophenyl)((cyclopropylmethyl)amino)methyl)-2-fluorophenyl)carbamoyl)-3-(trifluoromethyl)-1H-pyrazol-1-yl)benzylcarbamate C(C)(C)(C)OC(=O)NC=1C=C(C=CC1)C(C=1C=CC(=C(C1)NC(=O)C1=CC(=NN1C=1C=C(CNC([O-])=O)C=CC1)C(F)(F)F)F)NCC1CC1